3-[4-[7-(2-methoxy-3-pyridinyl)-4-(trifluoromethylsulfonyloxy)thieno[3,2-c]pyridin-6-yl]pyrazol-1-yl]azetidine-1-carboxylic acid tert-butyl ester C(C)(C)(C)OC(=O)N1CC(C1)N1N=CC(=C1)C1=C(C2=C(C(=N1)OS(=O)(=O)C(F)(F)F)C=CS2)C=2C(=NC=CC2)OC